C(C1=CC=CC=C1)NC(=O)NC1CCC(CC1)(C)CN1C2(COC2)C(N(C1=O)COCC[Si](C)(C)C)=O 1-Benzyl-3-(4-((6,8-dioxo-7-((2-(trimethylsilyl)ethoxy)methyl)-2-oxa-5,7-diazaspiro[3.4]octan-5-yl)methyl)-4-methylcyclohexyl)urea